tetrahexylresorcinol C(CCCCC)C1=C(C(=C(C(=C1O)CCCCCC)O)CCCCCC)CCCCCC